C(C1=CC=CC=C1)O[C@@](CCC=C)(C(F)(F)F)C1=NN=C(O1)C1=NC(=C(C=C1NC(OC(C)(C)C)=O)C(F)(F)F)CC(CC=C)(C)C tert-Butyl N-[2-[5-[(1R)-1-benzyloxy-1-(trifluoromethyl)pent-4-enyl]-1,3,4-oxadiazol-2-yl]-6-(2,2-dimethylpent-4-enyl)-5-(trifluoromethyl)-3-pyridyl]carbamate